N1C(=CC2=CC=CC=C12)CCCC(=O)O indolebutanoic acid